NC1=CC=C(C=2CCCCC12)C(=O)OC Methyl 4-amino-5,6,7,8-tetrahydronaphthalene-1-carboxylate